rel-1-[(3'S)-5'-methyl-3'H-spiro[cyclopropane-1,2'-furo[3,2-b]pyridin]-3'-yl]methylamine dihydrochloride Cl.Cl.CC1=CC=C2C(=N1)[C@@H](C1(O2)CC1)CN |o1:9|